C1(CC1)C1=C(C(=NO1)C1=C(C=CC=C1Cl)Cl)C=CC12CCC(CC1)(CC2)C2=NC(=NO2)C=2C=C(C(=O)OC)C=CC2 methyl 3-(5-(4-(2-(5-cyclopropyl-3-(2,6-dichlorophenyl)isoxazol-4-yl)vinyl)bicyclo[2.2.2]octan-1-yl)-1,2,4-oxadiazol-3-yl)benzoate